Cl.Cl.ClC1=CN(C2=NC=C(C=C21)CNC([C@@H](C)C(=O)N)=O)C (S)-1-(((3-chloro-1-methyl-1H-pyrrolo[2,3-b]pyridin-5-yl)methyl)amino)-1-oxopropan-2-carboxamide dihydrochloride